2-(diethoxyphosphoryl)-2-fluoroacetate C(C)OP(=O)(OCC)C(C(=O)[O-])F